5-chloro-2-[(2-methylpyridin-4-yl)amino]pyrimidin-4-ol ClC=1C(=NC(=NC1)NC1=CC(=NC=C1)C)O